NC=1C(N(C2=C(N1)SC(=C2)C(=O)N[C@H]2CN(CC2)C)C2=CC=C1CCCN(C1=C2)C2=CC=CC=C2)=O (R)-3-amino-N-(1-methylpyrrolidin-3-yl)-2-oxo-1-(1-phenyl-1,2,3,4-tetrahydroquinolin-7-yl)-1,2-dihydrothieno[2,3-b]pyrazine-6-carboxamide